C(C1=CC=CC=C1)NC(=O)[C@@]12NC([C@H]3[C@H]([C@@H]1N(C[C@@H]2C3)CC3=CC=C(C=C3)OC(F)(F)F)CC(C)C)=O |o1:10,13,14,15,18| (3S*,3aS*,6R*,7R*,7aS*)-N-benzyl-7-isobutyl-5-oxo-1-(4-(trifluoromethoxy)benzyl)octahydro-3aH-3,6-methanopyrrolo[3,2-b]pyridine-3a-carboxamide